C1(CCCC1)N1N=NC(=C1)C1=NC(=NC=C1)NC1=CC=C(C(=O)O)C=C1 4-((4-(1-cyclopentyl-1H-1,2,3-triazol-4-yl)pyrimidin-2-yl)amino)benzoic acid